3-isobutoxy-2-isopropyl-6,6-dimethylcyclohex-2-en-1-one C(C(C)C)OC1=C(C(C(CC1)(C)C)=O)C(C)C